8-(1-(2,2-difluoroethyl)-1H-pyrazolo[3,4-b]pyrazin-6-yl)-2-((2-methyloxazol-5-yl)methyl)-2,8-diazaspiro[4.5]decan-3-one FC(CN1N=CC=2C1=NC(=CN2)N2CCC1(CC(N(C1)CC1=CN=C(O1)C)=O)CC2)F